C(C)(=O)C1=NC=C(C(=C1)N1C(C=C(C=C1C)OCC1=NC=C(C=C1F)F)=O)C 2'-acetyl-4-((3,5-difluoropyridin-2-yl)methoxy)-5',6-dimethyl-2H-[1,4'-bipyridin]-2-one